CC(C(=O)C1=CC=C(C(=O)O)C=C1)=C 4-(2-methyl-acryloyl)benzoic acid